methyl (S)-5-amino-2-(4-(N-((2,4-diaminopteridin-6-yl)methyl) formamido)-benzamido)pentanoate hydrochloride Cl.NCCC[C@@H](C(=O)OC)NC(C1=CC=C(C=C1)N(C=O)CC=1N=C2C(=NC(=NC2=NC1)N)N)=O